COC(C(CC)NC1=C(C(=C(C=C1)Br)F)[N+](=O)[O-])=O 2-(4-bromo-3-fluoro-2-nitro-anilino)butyric acid methyl ester